BrC=1C(=C(C=O)C(=C(C1)Cl)O)Cl 3-Bromo-2,5-dichloro-6-hydroxybenzaldehyde